2,2'-bis(1-naphthyl)-1,1'-binaphthyl C1(=CC=CC2=CC=CC=C12)C1=C(C2=CC=CC=C2C=C1)C1=C(C=CC2=CC=CC=C12)C1=CC=CC2=CC=CC=C12